((2-(hydroxymethyl)phenyl)amino)-3-((6-methoxy-4,4-dimethyl-1,2,3,4-tetrahydroisoquinolin-7-yl)amino)-1,2,4-triazine-6-carboxamide OCC1=C(C=CC=C1)NC=1N=C(N=NC1C(=O)N)NC1=C(C=C2C(CNCC2=C1)(C)C)OC